didotricontanyl distearate C(CCCCCCCCCCCCCCCCC)(=O)OCCCCCCCCCCCCCCCCCCCCCCCCCCCCCCCC.C(CCCCCCCCCCCCCCCCC)(=O)OCCCCCCCCCCCCCCCCCCCCCCCCCCCCCCCC